tributoxyyttrium C(CCC)O[Y](OCCCC)OCCCC